p-Tolyl 6-iodo-1-thio-α-D-mannopyranoside IC([C@@H]1[C@H]([C@@H]([C@@H]([C@@H](SC2=CC=C(C=C2)C)O1)O)O)O)O